5-(2-fluorophenyl)-N-methyl-1-(pyridin-3-ylsulfonyl)-1H-pyrrole-3-methanamine fumarate C(\C=C\C(=O)O)(=O)O.FC1=C(C=CC=C1)C1=CC(=CN1S(=O)(=O)C=1C=NC=CC1)CNC